methyl-(naphthalen-1-yl)aminomethylthio fluoride CC(SF)NC1=CC=CC2=CC=CC=C12